tert-butyl 13-chloro-14-fluoro-9-(methoxymethoxymethyl)-16,17-dimethyl-10-oxa-2,12,18,20-tetrazapentacyclo[9.7.1.14,7.02,8.015,19]icosa-1(18),11(19),12,14,16-pentaene-20-carboxylate ClC1=NC=2OC(C3C4CCC(CN3C3=NC(=C(C(=C1F)C32)C)C)N4C(=O)OC(C)(C)C)COCOC